(2R)-4-((2'-Chloro-4,5,5',6'-Tetrahydro-2H-Spiro[Furan-3,8'-Pyrano[3,4-b]Pyridine]-4'-yl)Oxy)Butan-2-Ol ClC1=CC(=C2C(=N1)C1(OCC2)COCC1)OCC[C@@H](C)O